({2-[2-(methoxymethoxy)ethyl]-5,5-bis[(3e)-5-(phenylsulfanyl)-3-pentenyl]-1-cyclopenten-1-yl}oxy)(trimethyl)silane COCOCCC1=C(C(CC1)(CC\C=C\CSC1=CC=CC=C1)CC\C=C\CSC1=CC=CC=C1)O[Si](C)(C)C